1-(4-{8-oxatricyclo[7.4.0.02,7]trideca-1(9),2(7),3,5,10,12-hexaene-6-sulfonyl}phenyl)-3-(pyridin-3-ylmethyl)urea C1=2C=3C=CC=C(C3OC2C=CC=C1)S(=O)(=O)C1=CC=C(C=C1)NC(=O)NCC=1C=NC=CC1